2-(4-(6-(4-Chloro-2-fluorobenzyloxy)pyridin-2-yl)-2-fluorobenzyl)-1-(oxazol-5-ylmethyl)-1H-benzo[d]imidazol ClC1=CC(=C(COC2=CC=CC(=N2)C2=CC(=C(CC3=NC4=C(N3CC3=CN=CO3)C=CC=C4)C=C2)F)C=C1)F